ETHYL ISOVALERAT C(CC(C)C)(=O)OCC